BrC1=C(C(=CC(=C1)I)Cl)Cl 1-Bromo-2,3-dichloro-5-iodobenzene